maleimidate C(\C=C/C([O-])=N)([O-])=N